ClC=1C(=CC(=C(C1)O)CN1CCC(CC1)CO)C 5-chloro-2-[[4-(hydroxymethyl)piperidin-1-yl]methyl]-4-methylphenol